BrC=1C=CC(=C(COCC=2C=C(C(=C(C2)C2=NN(C=N2)C)OC)[N+](=O)[O-])C1)F (5-(((5-bromo-2-fluorobenzyl)oxy)methyl)-2-methoxy-3-nitrophenyl)-1-methyl-1H-1,2,4-triazole